phenylbis(4-chlorophenyl)sulfonium C1(=CC=CC=C1)[S+](C1=CC=C(C=C1)Cl)C1=CC=C(C=C1)Cl